BrC1=CC=C(C(=N1)CC=O)N1C[C@H](CC1)OC1=NC=C(C=C1)C (S)-2-(6-bromo-3-(3-(5-methylpyridin-2-yloxy)pyrrolidin-1-yl)pyridin-2-yl)acetaldehyde